(S)-3-(4-((4-Carbamoylpiperidine-1-carbonyl)oxy)phenyl)-2-((S)-4-methyl-2-(2-(o-tolyloxy)acetamido)pentanamido)propanoic acid C(N)(=O)C1CCN(CC1)C(=O)OC1=CC=C(C=C1)C[C@@H](C(=O)O)NC([C@H](CC(C)C)NC(COC1=C(C=CC=C1)C)=O)=O